1-(7-cyanopyrazolo[1,5-a]pyridin-4-yl)-5-(trifluoromethyl)-N-(2-(trifluoromethyl)pyridin-4-yl)-1H-pyrazole-4-carboxamide C(#N)C1=CC=C(C=2N1N=CC2)N2N=CC(=C2C(F)(F)F)C(=O)NC2=CC(=NC=C2)C(F)(F)F